(R)-6-(3-(4-(difluoromethyl)phenyl)-2-methylpropyl)-2-thia-6-azaspiro[3.4]octane 2,2-dioxide FC(C1=CC=C(C=C1)C[C@H](CN1CC2(CS(C2)(=O)=O)CC1)C)F